N-[4-(3-cyanophenyl)-5-(2,6-dimethyl-4-pyridyl)thiazol-2-yl]-1-methylimino-1-oxo-1,4-thiazinane-4-carboxamide C(#N)C=1C=C(C=CC1)C=1N=C(SC1C1=CC(=NC(=C1)C)C)NC(=O)N1CCS(CC1)(=O)=NC